[1,1-biphenyl]-3-ol C1(=CC(=CC=C1)O)C1=CC=CC=C1